N-(3-methylenecyclobutyl)-3-(5'-(methylsulfonamido)spiro[cyclohexane-1,3'-indoline]-1'-carbonyl)benzenesulfonamide C=C1CC(C1)NS(=O)(=O)C1=CC(=CC=C1)C(=O)N1CC2(C3=CC(=CC=C13)NS(=O)(=O)C)CCCCC2